((3-(1-(4-chlorophenyl)cyclopropyl)-1,2,4-oxadiazol-5-yl)methyl)acrylic acid ClC1=CC=C(C=C1)C1(CC1)C1=NOC(=N1)CC(C(=O)O)=C